FC1=C(C(=CC=C1)F)C1=NC=2C(=CNC(C2C(=C1)NC1=NC=C(C=C1)N1CCC(CC1)O)=O)C(=O)O 2-(2,6-difluorophenyl)-4-[[5-(4-hydroxy-1-piperidyl)-2-pyridyl]amino]-5-oxo-6H-1,6-naphthyridine-8-carboxylic acid